COC1=CC2=C(C=C1C3=COC4=CC(=C(C=C4C3=O)OC)O[C@H]5[C@@H]([C@H]([C@@H]([C@H](O5)CO[C@H]6[C@@H]([C@](CO6)(CO)O)O)O)O)O)OCO2 The molecule is a 7-[beta-D-apiofuranosyl-(1->6)-beta-D-glucopyranosyloxy]isoflavone having methoxy substituents at the 6- and 2'-positions and a methylenedioxy moiety at the 4'- and 5'-positions. It is a 7-[beta-D-apiofuranosyl-(1->6)-beta-D-glucopyranosyloxy]isoflavone and a member of benzodioxoles.